2,3-diamino-6,7-dihydropyrazolo[1,2-a]pyrazol-1(5H)-one NC1=C(N2N(CCC2)C1=O)N